NCCCCCCCCC(C(=O)N)N1N=C(C=C1)C=1C=2C3=C(NC2C(=C(C1)Cl)Cl)CCN(C3)C(CO)=O (8-aminooctyl)-2-(3-(6,7-dichloro-2-(2-hydroxyacetyl)-2,3,4,5-tetrahydro-1H-pyrido[4,3-b]indol-9-yl)-1H-pyrazol-1-yl)acetamide